C(C)S(=O)(=O)C=1C=C(C=NC1C=1C=C2C(=CN1)N(C=C2)CC(C(F)(F)F)(F)F)NC 5-ethylsulfonyl-N-methyl-6-[1-(2,2,3,3,3-pentafluoropropyl)pyrrolo[2,3-c]pyridin-5-yl]pyridin-3-amine